(3aR,5s,6aS)-N-(6-chloropyridazin-3-yl)octahydrocyclopenta[c]pyrrol-5-amine dihydrochloride Cl.Cl.ClC1=CC=C(N=N1)NC1C[C@@H]2[C@@H](CNC2)C1